(R)-1-(3-bromo-2,5-difluorophenyl)ethane-1-amine BrC=1C(=C(C=C(C1)F)[C@@H](C)N)F